ClC=1C=CC=2C(N1)=NN(C2)CCCOC 6-Chloro-2-(3-methoxypropyl)-2H-pyrazolo[3,4-b]pyridine